CN(CCCCCCCCCCCC)C.P(=O)(OCC(CCCCCCCC)CCCCCC)(O)O 2-hexyl-1-decyl phosphate dimethyldodecylamine salt